Cl.ClC=1C=C(C(=NC1)OC(F)F)C1=NN=C(N1C)C1=C(C=C(C=C1F)F)F 5-chloro-2-(difluoromethoxy)-3-(4-methyl-5-(2,4,6-trifluorophenyl)-4H-1,2,4-triazol-3-yl)pyridine, hydrochloride